Octylammonium bromide [Br-].C(CCCCCCC)[NH3+]